C1(CC1)C1=NC(=CC(=C1)C1=C(C=C(C#N)C=C1)C1=NN=CN1C)N1C(C2=CC(=CC(=C2C1)F)CN[C@H](C)[C@@H](C)OC)=O 4-{2-cyclopropyl-6-[4-fluoro-6-({[(2R,3R)-3-methoxybutan-2-yl]amino}methyl)-1-oxo-3H-isoindol-2-yl]pyridin-4-yl}-3-(4-methyl-1,2,4-triazol-3-yl)benzonitrile